methanone fumarate C(\C=C\C(=O)O)(=O)O.C=O